11-amino-7-cyclobutyl-3-cyclopropyl-4,5,6,7-tetrahydroisoxazolo[4'',3'':6',7']cyclohepta[1',2':4,5]pyrrolo[2,3-d]pyrimidin-4-ol 2,2,2-trifluoroacetate FC(C(=O)O)(F)F.NC=1C2=C(N=CN1)N(C1=C2C=2C(C(CC1)O)=C(ON2)C2CC2)C2CCC2